C1(=CC=C(C=C1)B1OC(CO1)(C)C)B1OC(CO1)(C)C 2,2'-(1,4-phenylene)bis[5,5-dimethyl-1,3,2-dioxaborolan]